7-methoxy-1-methyl-1H-indazol-6-amine COC=1C(=CC=C2C=NN(C12)C)N